3-(3-((2-(5-((4,6-Difluoro-1H-indol-5-yl)oxy)-2-fluorophenyl)-1H-imidazol-4-yl)methyl)phenyl)propanamide FC1=C2C=CNC2=CC(=C1OC=1C=CC(=C(C1)C=1NC=C(N1)CC=1C=C(C=CC1)CCC(=O)N)F)F